methyl 3-butyl-7-(dimethylamino)-3-ethyl-2-(4-methoxybenzyl)-5-phenyl-2,3,4,5-tetrahydro-1,2,5-benzothiadiazepine-8-carboxylate 1,1-dioxide C(CCC)C1(N(S(C2=C(N(C1)C1=CC=CC=C1)C=C(C(=C2)C(=O)OC)N(C)C)(=O)=O)CC2=CC=C(C=C2)OC)CC